tert-Butyl 4-(2-(4-(3-(6-cyano-5-(trifluoromethyl)pyridin-3-yl)-5,5-dimethyl-4-oxo-2-thioxoimidazolidin-1-yl)-2-ethylphenoxy)ethyl)piperidine-1-carboxylate C(#N)C1=C(C=C(C=N1)N1C(N(C(C1=O)(C)C)C1=CC(=C(OCCC2CCN(CC2)C(=O)OC(C)(C)C)C=C1)CC)=S)C(F)(F)F